(R)-1,1,1-trifluoro-2-aminopropane FC([C@@H](C)N)(F)F